CS(=O)(=O)NC1=CC=CC(=N1)C=1C=C(C(=O)NC2=CC=C(C=C2)OCCC2=CC=CC=C2)C=CC1 3-(6-(Methylsulfonamido)pyridin-2-yl)-N-(4-phenethoxyphenyl)benzamide